P(=O)(O)(O)O.C(=O)(O)CC(CCC(=O)O)C(=O)O 1,2,4-tricarboxybutane phosphate